8-Amino-6-fluoro-2-hydroxy-2-((2-hydroxyethoxy)methyl)-5-methyl-3,4-dihydronaphthalene-1(2H)-one NC=1C=C(C(=C2CCC(C(C12)=O)(COCCO)O)C)F